ClC1=NC(=CC(=N1)Cl)C(C1=CC=CC=C1)(F)F 2,4-dichloro-6-[difluoro(phenyl)methyl]pyrimidine